FC=1C=2N(C=C(C1)C=1C=CN3N=C(N=C(C31)OC)NC3CC(C3)(C)NC(C)=O)C=CN2 N-((1r,3r)-3-((5-(8-fluoroimidazo[1,2-a]pyridin-6-yl)-4-methoxypyrrolo[2,1-f][1,2,4]triazin-2-yl)amino)-1-methylcyclobutyl)acetamide